C1(CCCC1)C1=NN(C=C1)CC1=NC(=NO1)C1CN(CC12CNC2)C(=O)OCC=C Allyl 8-(5-((3-cyclopentyl-1H-pyrazol-1-yl)methyl)-1,2,4-oxadiazol-3-yl)-2,6-diazaspiro[3.4]octane-6-carboxylate